4-{4-[(1S,4S,5R)-5-{[5-cyclopropyl-3-(2,6-dichlorophenyl)-1,2-oxazol-4-yl]methoxy}-2-azabicyclo[2.2.1]heptan-2-yl]phenyl}butyric acid C1(CC1)C1=C(C(=NO1)C1=C(C=CC=C1Cl)Cl)CO[C@H]1[C@@H]2CN([C@H](C1)C2)C2=CC=C(C=C2)CCCC(=O)O